N1C=NC=C1CO (1H-imidazol-5-yl)methanol